N-(2-(3-(But-3-yn-1-yl)-3H-diazirin-3-yl)ethyl)-5-(4-chlorobenzyl)-4-(4-(1,5-dimethyl-1H-pyrazol-3-yl)cyclohexyl)morpholin-2-carboxamid C(CC#C)C1(N=N1)CCNC(=O)C1CN(C(CO1)CC1=CC=C(C=C1)Cl)C1CCC(CC1)C1=NN(C(=C1)C)C